tert-butyl 4-[2-(2,4-dimethyl-1,3-benzoxazol-6-yl)-7-fluoro-indazol-5-yl]piperazine-1-carboxylate CC=1OC2=C(N1)C(=CC(=C2)N2N=C1C(=CC(=CC1=C2)N2CCN(CC2)C(=O)OC(C)(C)C)F)C